FC(C(=O)O)(F)F.N1CC(C1)C(=O)N azetidin-3-carboxamide trifluoroacetate salt